n-butyltriphenylborat C(CCC)[B-](C1=CC=CC=C1)(C1=CC=CC=C1)C1=CC=CC=C1